[Si](C)(C)(C(C)(C)C)OCC1=CC(=NC=C1)N1CN(C=C1)C(C)C1=C(C=CC(=C1)F)OCC1=CC=C(C=C1)OC 3-(4-t-butyldimethylsilyloxymethyl-pyridin-2-yl)-N-(1-(5-fluoro-2-(4-methoxybenzyloxy)-phenyl)ethyl)imidazole